OC1C(C(C1)OC1=NN(C=C1NC=O)C([2H])([2H])[2H])(C)C N-(3-(3-hydroxy-2,2-dimethylcyclobutoxy)-1-(methyl-d3)-1H-pyrazol-4-yl)formamide